4,4'-di-tert-butyl-2-nitro-1,1'-biphenyl C(C)(C)(C)C1=CC(=C(C=C1)C1=CC=C(C=C1)C(C)(C)C)[N+](=O)[O-]